bicyclo[2.2.2]oct-5-en-2-methylamine C12C(CC(C=C1)CC2)CN